6-(2-amino-5-(4-(1-(cyclopropylmethyl)-1,2,3,6-tetrahydropyridin-4-yl)phenyl)-6-fluoropyridin-3-yl)-7-fluoro-3,4-dihydroisoquinolin-1(2H)-one NC1=NC(=C(C=C1C=1C=C2CCNC(C2=CC1F)=O)C1=CC=C(C=C1)C=1CCN(CC1)CC1CC1)F